COC(=O)C=1C(N(C2=CC(=CC=C2C1N)C(F)(F)F)C1=NC=CC=C1)=O 4-Amino-2-oxo-1-(pyridin-2-yl)-7-(trifluoromethyl)-1,2-dihydroquinoline-3-carboxylic acid methyl ester